9-(2''-chloro-[1,1':2',1''-terphenyl]-3-yl)-9H-carbazole ClC1=C(C=CC=C1)C=1C(=CC=CC1)C1=CC(=CC=C1)N1C2=CC=CC=C2C=2C=CC=CC12